2,2'-bi-9H-fluorene C1=C(C=CC=2C3=CC=CC=C3CC12)C1=CC=2CC3=CC=CC=C3C2C=C1